C1(CC1)CNC(C1=CC=C(C=C1)C1=NC=CC2=C1C=CO2)=O N-(cyclopropylmethyl)-4-(furo[3,2-c]pyridin-4-yl)benzamide